C1(CCCCC1)[C@@H](C(=O)NC=1C=C2CC(CC2=CC1)(N1CC2(CC2)CNC1=O)C(NC)=O)NC(OCC1=CC=CC=C1)=O benzyl ((1S)-1-cyclohexyl-2-((2-(methylcarbamoyl)-2-(6-oxo-5,7-diazaspiro[2.5]octan-5-yl)-2,3-dihydro-1H-inden-5-yl)amino)-2-oxoethyl)carbamate